FC1=CC=C2C(=CNC(C2=C1F)=O)[C@H](C)N(C(=O)C=1NC=2CCC(CC2C1)(F)F)C (S)-N-(1-(7,8-difluoro-1-oxo-1,2-dihydroisoquinolin-4-yl)ethyl)-5,5-difluoro-N-methyl-4,5,6,7-tetrahydro-1H-indole-2-carboxamide